C(CCC(=O)[O-])(=O)[O-].C(CCC(=O)[O-])(=O)[O-].[Na+].[Na+].[Na+].[Na+] sodium disuccinate